5-CHLORO-2-FLUORO-N-METHOXY-N-METHYLBENZAMIDE ClC=1C=CC(=C(C(=O)N(C)OC)C1)F